C1=CC=CC2=CC3=CC=CC=C3C(=C12)CN1CC2N(CC1)C(CN(C2=O)CC2=CC=CC=C2)=O 2-(anthracen-9-ylmethyl)-8-benzylhexahydro-2H-pyrazino[1,2-a]pyrazine-6,9-dione